C(C)(C)N(N)C1=NN=NN1 5-(1-isopropylhydrazino)-1H-tetrazole